[N+](=O)([O-])[O-].C(C)[N+](CC)(CC)CC tetraethyl-ammonium nitrate